4-(5-cyano-2-methoxyphenyl)-N-(5-(3-isopropoxycyclobutane-1-carbonyl)-5,6-dihydro-4H-pyrrolo[3,4-d]thiazol-2-yl)-6-methylnicotinamide C(#N)C=1C=CC(=C(C1)C1=CC(=NC=C1C(=O)NC=1SC2=C(N1)CN(C2)C(=O)C2CC(C2)OC(C)C)C)OC